1-tert-butyl-4-hydroxy-5-n-propyl-3-isopropyl-pyrazole C(C)(C)(C)N1N=C(C(=C1CCC)O)C(C)C